CN1CCC2=CC(=CC=C12)NC(=O)C1CCNCC1 N-(1-methyl-indolin-5-yl)piperidine-4-carboxamide